5-((ethylamino)methyl)benzoic acid C(C)NCC=1C=CC=C(C(=O)O)C1